[Br-].C(C=C)[Zn+] allylzinc bromide